C1=CC=CC=2C3=CC=CC=C3C(C12)COC(=O)N(C)C(C(=O)O)CC(N1CCCC1)=O (9H-fluoren-9-ylmethoxycarbonyl(methyl)amino)-4-oxo-4-pyrrolidin-1-ylbutanoic acid